2-[3-(4-Chloro-3-fluorophenyl)-1-ethyl-1H-1,2,4-triazol-5-yl]-N-[1-(2,6-dimethylpyridin-4-yl)cyclopropyl]acetamid ClC1=C(C=C(C=C1)C1=NN(C(=N1)CC(=O)NC1(CC1)C1=CC(=NC(=C1)C)C)CC)F